Sodium 2-(8-chloro-2-(((3,3-difluorocyclobutyl) methyl)(methyl)amino)-9-(methylthio)-5-oxobenzo[b][1,8]naphthyridin-10(5H)-yl)acetate ClC=1C=CC2=C(N(C=3N=C(C=CC3C2=O)N(C)CC2CC(C2)(F)F)CC(=O)[O-])C1SC.[Na+]